C1(CC2C(CC1)O2)CCC[Si](OCCCC)(OCCCC)OCCCC γ-(3,4-epoxycyclohexyl)propyltributoxysilane